4-(Hydroxymethyl)-N-(2,3,5,6-tetrafluoro-3'-(methoxy-d3)-[1,1'-biphenyl]-4-yl)-1,2,5-oxadiazole-3-carboxamide OCC=1C(=NON1)C(=O)NC1=C(C(=C(C(=C1F)F)C1=CC(=CC=C1)OC([2H])([2H])[2H])F)F